oxazolidine-2-one-5,5-d2 Tert-butyl-(S)-5-amino-4-(4-((6-((1-(4-cyano-2-fluorophenyl)piperidin-4-yl)thio)-2-fluoropyridin-3-yl)methoxy)-1-oxoisoindolin-2-yl)-5-oxopentanoate C(C)(C)(C)OC(CC[C@@H](C(=O)N)N1C(C2=CC=CC(=C2C1)OCC=1C(=NC(=CC1)SC1CCN(CC1)C1=C(C=C(C=C1)C#N)F)F)=O)=O.O1C(NCC1([2H])[2H])=O